C(OC=1C(=NC=CC1OC)C(N[C@@H](C)C1=NC(=NN1C)C1=CC=C(C=C1)C(C)C)=O)(OCC)=O (S)-2-((1-(3-(4-isopropylphenyl)-1-methyl-1,2,4-triazol-5-yl)ethyl)carbamoyl)-4-methoxypyridin-3-yl ethyl carbonate